FC=1C(=C(C=NC1C=C)O)C 5-fluoro-4-methyl-6-vinylpyridin-3-ol